(10aS)-3-bromo-9,10,10a,11-tetrahydro-5H-pyrazino[2,1-c]pyrido[3,2-f][1,4]oxazepin-7(8H)-one BrC1=CC=2CN3[C@H](COC2N=C1)CNCC3=O